(4S,5S)-3-(4-chlorophenyl)-N-((3,3-difluoropiperidin-1-yl)sulfonyl)-5-methyl-4-phenyl-4,5-dihydro-1H-pyrazole-1-carboxamide ClC1=CC=C(C=C1)C1=NN([C@H]([C@@H]1C1=CC=CC=C1)C)C(=O)NS(=O)(=O)N1CC(CCC1)(F)F